2-[1-(cyclopropylmethyl)-5-[(3-fluoro-4-sulfamoyl-phenyl)methyl]-4-[3-[2-(5-methyl-3-thienyl)ethynyl]phenyl]pyrrol-2-yl]thiazole-4-carboxylic acid C1(CC1)CN1C(=CC(=C1CC1=CC(=C(C=C1)S(N)(=O)=O)F)C1=CC(=CC=C1)C#CC1=CSC(=C1)C)C=1SC=C(N1)C(=O)O